COC(C(C)C1=C(C=C(C(=C1)F)NC([C@H](C(C1CC1)C1CC1)NC(=O)C1=CC=NN1C(C)C)=O)C(F)(F)F)=O.C(C=C)OCC(=C)CCCC 2-((allyloxy)methyl)hex-1-ene methyl-2-(4-((S)-3,3-dicyclopropyl-2-(1-isopropyl-1H-pyrazole-5-carboxamido)propanamido)-5-fluoro-2-(trifluoromethyl)phenyl)propanoate